4-(3-(3-((cyclopropylmethyl)amino)azetidine-1-carbonyl)-4-fluorobenzyl)phthalazin-1(2H)-one C1(CC1)CNC1CN(C1)C(=O)C=1C=C(CC2=NNC(C3=CC=CC=C23)=O)C=CC1F